2-(3,4,5,6-tetrahydro-2H-pyran-4-yl)ethan-1-one O1CCC(CC1)CC=O